CO[Si](C(CCCCCCCN(CC)CC)[SiH2]CN(CCC)[Si](OC)(OC)OC)(OC)OC 1-trimethoxysilyl-8-(diethylamino)(trimethoxysilyl-propylamino)methylsilyl-octane